5-(4-cyclopropylphenyl)-5H-thiophen-5-ium tetrafluoroborate F[B-](F)(F)F.C1(CC1)C1=CC=C(C=C1)[CH2+]1C=CCS1